CNC1=NC(=CC=C1)COC1=NC2=C(N1C1=NN=NN1C)C=CC=C2 N-methyl-6-(((1-(1-methyl-1H-tetrazol-5-yl)-1H-benzo[d]imidazol-2-yl)oxy)methyl)pyridin-2-amine